tert-butyl (E)-4-(3-(((7-chloroquinoxalin-6-yl)methylene)amino)pyridin-4-yl)piperazine-1-carboxylate ClC1=C(C=C2N=CC=NC2=C1)\C=N\C=1C=NC=CC1N1CCN(CC1)C(=O)OC(C)(C)C